OC=1C=C(C=CC1O)/C=C/C(=O)C1=C(C=C(C=C1)C)OC (E)-3-(3,4-Dihydroxyphenyl)-1-(2-methoxy-4-methylphenyl)prop-2-en-1-one